NC([C@H](C[C@H]1C(NC(C1)(C)C)=O)NC(OC(C)(C)C)=O)=O tert-butyl ((S)-1-amino-3-((R)-5,5-dimethyl-2-oxopyrrolidin-3-yl)-1-oxopropan-2-yl)carbamate